FC=1C=C(C=O)C(=CC1)F 3,6-difluorobenzaldehyde